C1(CC1)N1C[C@H]([C@@H](CC1)OC=1C=CC(=NC1)C1=NSC(=N1)NC1=NC=CC=C1C(C)C)F 3-(5-((3R,4R)-1-cyclopropyl-3-fluoropiperidin-4-yloxy)pyridin-2-yl)-N-(3-isopropylpyridin-2-yl)-1,2,4-thiadiazol-5-amine